4-(6-azidohexanoyl)piperazine-1-carbohydrazide 2,2,2-trifluoroacetate FC(C(=O)O)(F)F.N(=[N+]=[N-])CCCCCC(=O)N1CCN(CC1)C(=O)NN